C(CCCCCCCCCCCCC)N1C(=C(C(C=C1)=O)O)CC N-tetradecyl-2-ethyl-3-hydroxypyridin-4-one